C(C1=CC=CC=C1)OC1=C(C=C(C=N1)CC=1C=C(C(=O)O)C=CC1)C(F)(F)F 3-((6-(benzyloxy)-5-(trifluoromethyl)pyridin-3-yl)methyl)benzoic acid